3-[1-oxo-5-[2-(prop-2-yn-1-yloxy)ethoxy]-2,3-dihydro-1H-isoindol-2-yl]piperidine-2,6-dione O=C1N(CC2=CC(=CC=C12)OCCOCC#C)C1C(NC(CC1)=O)=O